C(C)(=O)OC(C)OC(C(C)C1=CC(=C(C=C1)C1=CC=CC=C1)F)=O 2-(2-fluoro-4-biphenylyl)propionic acid-1-acetoxyethyl ester